CC=1NC(C2=C(N1)CCC2C)=O 2,5-dimethyl-3,5,6,7-tetrahydro-4H-cyclopenta[d]pyrimidin-4-one